C(C1=CC=CC=C1)(=O)OC1CCC(CC1)N1N=C(C(=C1)C1(CC2CC(CC2C1)C=1N=CN(C1C(NC1=CC(=C(C=C1)F)Cl)=O)C)O)C(F)(F)F (1r,4r)-4-(4-(5-(5-((3-Chloro-4-fluorophenyl)carbamoyl)-1-methyl-1H-imidazol-4-yl)-2-hydroxyoctahydropentalen-2-yl)-3-(trifluoromethyl)-1H-pyrazol-1-yl)cyclohexyl benzoate